C(C)(C)N1N=CC=C1CN1CCCCC1 1-((1-isopropyl-1H-pyrazol-5-yl)methyl)piperidin